FC(C1=NN=C(O1)C1=CC=C(C=C1)C(CC1=CC=CC=C1)N1N=NC(=C1)C=1C=CC(=NC1)N)F 5-(1-(1-(4-(5-(difluoromethyl)-1,3,4-oxadiazol-2-yl)phenyl)-2-phenylethyl)-1H-1,2,3-triazol-4-yl)pyridin-2-amine